1-amino-4-(4-(4-fluorophenoxy)phenyl)-5-(methoxycarbonyl)-1H-imidazole NN1C=NC(=C1C(=O)OC)C1=CC=C(C=C1)OC1=CC=C(C=C1)F